ClC=1C(=C2C(=NC1C)CN(C2)C(=O)[C@H]2CN(CC2)C2=NC(=NC=C2)C#N)C 4-[(3R)-3-(3-chloro-2,4-dimethyl-5,7-dihydropyrrolo[3,4-b]pyridine-6-carbonyl)pyrrolidin-1-yl]pyrimidine-2-carbonitrile